C(C=C)OCC(CO)(CO)C 2-allyloxymethyl-2-methyl-1,3-propanediol